B(O)O boranediol